N1C(=CC2=C1CNC=C2)C(=O)N 6,7-dihydro-1H-pyrrolo[2,3-c]pyridin-2-carboxamide